O=C1OC(C2=C1C=CC(=C2)C(=O)NC=2C=C(C=CC2O)S(=O)(=O)C=2C=CC(=C(C2)NC(=O)C2=CC1=C(C(OC1=O)=O)C=C2)O)=O N-[5-[3-[(1,3-dioxo-2-benzofuran-5-carbonyl)amino]-4-hydroxyphenyl]sulfonyl-2-hydroxyphenyl]-1,3-dioxo-2-benzofuran-5-carboxamide